acryl-tetra-phenyl-ethylene C(=O)(C=C)C1=C(C=CC=C1)C(=C(C1=CC=CC=C1)C1=CC=CC=C1)C1=CC=CC=C1